O1C(CCCC1)OCC\C=C/CCC#C (5Z)-8-[(tetrahydro-2H-pyran-2-yl)oxy]-5-octen-1-yne